NC1=C2C(=NC=N1)N(N=C2C2=CC=C(C=C2)OC2=CC=CC=C2)C2CCN(CC2)C(COCCOCCSC=2C1=CN(C=C1C=CC2)C2C(NC(CC2)=O)=O)=O 4-((2-(2-(2-(4-(4-amino-3-(4-phenoxyphenyl)-1H-pyrazolo[3,4-d]pyrimidine-1-yl)piperidin-1-yl)-2-oxoethoxy)ethoxy)ethyl)thio)-2-(2,6-dioxopiperidin-3-yl)isoindol